FC1=C2C(=NN(C2=CC=C1)CC1=CC=C(C=C1)C(F)(F)F)C1CN(C1)C(=O)OC(C)(C)C tert-Butyl 3-(4-fluoro-1-{[4-(trifluoromethyl)phenyl]methyl}-1H-indazol-3-yl)azetidine-1-carboxylate